(3R,3aR,6aS)-N'-[(2R)-2-chloro-2-fluoro-acetyl]-2-[2-(3-fluorophenoxy)acetyl]-N'-[[(3S)-2-oxopyrrolidin-3-yl]methyl]-3,3a,4,5,6,6a-hexahydro-1H-cyclopenta[c]pyrrole-3-carbohydrazide Cl[C@H](C(=O)N(NC(=O)[C@H]1[C@H]2[C@@H](CN1C(COC1=CC(=CC=C1)F)=O)CCC2)C[C@H]2C(NCC2)=O)F